methyl (1r,2'R,4R)-4-(3-chloroanilino)-5'-fluoro-2'-[(2R)-3-hydroxy-2-methylpropyl]-2',3'-dihydrospiro[cyclohexane-1,1'-indene]-4-carboxylate ClC=1C=C(NC2(CCC3([C@@H](CC4=CC(=CC=C34)F)C[C@H](CO)C)CC2)C(=O)OC)C=CC1